BrC=1SC2=C(N1)C(=C(C(=C2)O)F)F 2-bromo-4,5-difluorobenzo[d]thiazol-6-ol